3-(1-oxo-5-((trimethylsilyl)ethynyl)isoindol-2-yl)piperidine-2,6-dione O=C1N(CC2=CC(=CC=C12)C#C[Si](C)(C)C)C1C(NC(CC1)=O)=O